COC1=CC=C2NC=C(CCN(C)C)C2=C1 5-methoxy-N,N-di-methyltryptamine